[(2S,6R)-6-[2-(2-methylpropanoylamino)-6-oxo-1H-purin-9-yl]-2-(triisopropylsilyloxy-methyl)-1,4-dioxan-2-yl]methyl benzoate C(C1=CC=CC=C1)(=O)OC[C@]1(O[C@H](COC1)N1C=2N=C(NC(C2N=C1)=O)NC(C(C)C)=O)CO[Si](C(C)C)(C(C)C)C(C)C